NC1=CC=C(C(=N1)C([2H])([2H])[2H])CNC(=O)[C@@H]1CCC=2N1C(C(=NC2)NCC2=CC(=CC(=C2)C)OC)=O (S)-N-((6-amino-2-(methyl-d3)pyridin-3-yl)methyl)-3-((3-methoxy-5-methylbenzyl)amino)-4-oxo-4,6,7,8-tetrahydropyrrolo[1,2-a]pyrazine-6-carboxamide